C1[C@H](O)[C@H](O)CO1 1,4-Anhydro-erythritol